6-(6-(((1R,3r,5S)-8-azabicyclo[3.2.1]oct-6-en-3-yl)thio)-1,2,4-triazin-3-yl)isoquinolin-7-ol [C@@H]12CC(C[C@@H](C=C1)N2)SC2=CN=C(N=N2)C=2C=C1C=CN=CC1=CC2O